C(C)(=O)N1C[C@@](CC1)(C(F)(F)F)N1C=C2C(=NN(C(C2=CC1=O)=O)C)N[C@H](C)C1=CC=CC=2C(COC21)(F)F 6-((S)-1-acetyl-3-(trifluoromethyl)pyrrolidin-3-yl)-4-(((R)-1-(3,3-difluoro-2,3-dihydrobenzofuran-7-yl)ethyl)amino)-2-methyl-2,6-dihydropyrido[3,4-d]pyridazine-1,7-dione